COC1CC(C1)NC=1C2=C(N=C(N1)C=1N(C=CN1)C)SC(=C2C2=CC=CC=C2)C2=CC(=NC=C2)OC N-((1r,3r)-3-Methoxycyclobutyl)-6-(2-methoxypyridin-4-yl)-2-(1-methyl-1H-imidazol-2-yl)-5-phenylthieno[2,3-d]pyrimidin-4-amine